C(C)(C)(C)OC(=O)N1C[C@H]([C@@H](CC1)N1CC(C1)C1=CC=CC=2N(C(N(C21)C)=O)C2C(NC(CC2)=O)=O)F (3R,4R)-4-[3-[1-(2,6-dioxo-3-piperidinyl)-3-methyl-2-oxo-benzoimidazol-4-yl]azetidin-1-yl]-3-fluoro-piperidine-1-carboxylic acid tert-butyl ester